FC(C(F)(F)F)(O[Si](OC(C(F)(F)F)(F)F)(OC(C(F)(F)F)(F)F)C(C(C(C(C(C(C(C(F)(F)F)(F)F)(F)F)(F)F)(F)F)(F)F)(F)F)(F)F)F Perfluorooctyltriethyloxysilane